4-bromo-1-(4-n-nonylphenyl)butane-1,3-dione BrCC(CC(=O)C1=CC=C(C=C1)CCCCCCCCC)=O